(1S,4s)-4-((R)-3-(2-isopropoxyphenyl)piperazin-1-yl)-1-methylcyclohexan-1-ol C(C)(C)OC1=C(C=CC=C1)[C@@H]1CN(CCN1)C1CCC(CC1)(O)C